2-(3-(4-(quinoxalin-2-yl)-1H-pyrazol-1-yl)cyclobutyl)ethan-1-amine N1=C(C=NC2=CC=CC=C12)C=1C=NN(C1)C1CC(C1)CCN